C(C)(C)(C)OC(N(CC1=NC=C(C(=C1C)OC)C)C=1C(=NC=CC1)Cl)=O (2-Chloropyridin-3-yl)((4-methoxy-3,5-dimethylpyridin-2-yl)methyl)carbamic acid tert-butyl ester